4-amino-7-fluoro-N-(thiazol-4-ylmethyl)-N-(6-(trifluoromethyl)-2,3-dihydrobenzofuran-3-yl)-1,3-dihydrofuro[3,4-c]quinolin-8-carboxamide NC1=NC=2C=C(C(=CC2C2=C1COC2)C(=O)N(C2COC1=C2C=CC(=C1)C(F)(F)F)CC=1N=CSC1)F